rhodium ruthenium-iron [Fe].[Ru].[Rh]